NN1C2CCC(C1=O)C2 2-amino-2-azabicyclo[2.2.1]heptan-3-one